4-iodo-2-(4-methylenepiperidin-1-yl)benzoyl chloride IC1=CC(=C(C(=O)Cl)C=C1)N1CCC(CC1)=C